N(=C=O)C1=C(C=CC(=C1)N=C=O)[N+](=O)[O-] 2,4-diisocyanato-1-nitro-benzene